6-chloro-2-phenylquinazoline ClC=1C=C2C=NC(=NC2=CC1)C1=CC=CC=C1